C1(CC1)COC1=C(C=CC(=N1)C(=O)NC(C(=O)O)(CC)CC)N1CCCC1 2-(6-(cyclopropylmethoxy)-5-(pyrrolidin-1-yl)picolinamido)-2-ethylbutanoic acid